N-[3-(acetoxy)phenyl]-N'-phenylurea C(C)(=O)OC=1C=C(C=CC1)NC(=O)NC1=CC=CC=C1